(3-ethynylphenyl)-6,7-bis(2-methoxyethoxy)quinazolin-4-amine hydrochloride Cl.C(#C)C=1C=C(C=CC1)C1=NC2=CC(=C(C=C2C(=N1)N)OCCOC)OCCOC